N1(N=CC=C1)C1=CC=C(C=C1)[C@@H]1CC[C@H](CC1)OC=1N=NNC1C(=O)O 4-(((trans)-4-(4-(1H-pyrazol-1-yl)phenyl)cyclohexyl)oxy)-1H-1,2,3-triazole-5-carboxylic acid